NC[C@H]1N(CCC1)C(=O)C1=NN=C(S1)C=1C(=CC(=NC1)C1=CC=C2N1N=CC(=C2)C#N)NC(C)C (S)-7-(5-(5-(2-(aminomethyl)pyrrolidine-1-carbonyl)-1,3,4-thiadiazol-2-yl)-4-(isopropylamino)pyridin-2-yl)pyrrolo[1,2-b]pyridazine-3-carbonitrile